CC(=O)OC[C@@H]1[C@H]([C@@H]([C@H]([C@@H](O1)N=[N+]=[N-])OC(=O)C)OC(=O)C)OC(=O)C 2,3,4,6-tetra-O-acetyl-beta-D-glucopyranosyl azide